4-[(3S)-3-amino-3-methylpyrrolidin-1-yl]-N-cyclopentyl-5-(4-methyl-1H-1,3-benzodiazol-2-yl)pyridine-3-carboxamide N[C@@]1(CN(CC1)C1=C(C=NC=C1C1=NC2=C(N1)C=CC=C2C)C(=O)NC2CCCC2)C